O1COC2=NC(=CC=C21)C(C)N2C[C@@H](N(C[C@H]2CC)C=2C=1C(N(C(C2)=O)C)=CN(N1)CC#N)CC (7-((2S,5R)-4-(1-([1,3]dioxolo[4,5-b]pyridin-5-yl)ethyl)-2,5-diethylpiperazin-1-yl)-4-methyl-5-oxo-4,5-dihydro-2H-pyrazolo[4,3-b]pyridin-2-yl)acetonitrile